ClC1=C(C=CC(=C1)C#C)C(C)NC(=O)[C@H]1N(C[C@@H](C1)O)C(=O)OC(C)(C)C tert-butyl (2S,4R)-2-[1-(2-chloro-4-ethynyl-phenyl)ethylcarbamoyl]-4-hydroxy-pyrrolidine-1-carboxylate